(E)-N'-(3,5-di-tert-butylbenzylidene)-6-(4-methoxyphenyl)pyrazine-2-carbohydrazide C(C)(C)(C)C=1C=C(\C=N\NC(=O)C2=NC(=CN=C2)C2=CC=C(C=C2)OC)C=C(C1)C(C)(C)C